N-((1,2,3,5,6,7-Hexahydro-s-indacen-4-yl)carbamoyl)-1-methylpiperidine-3-sulfonamide, Potassium Salt [K].C1CCC2=C(C=3CCCC3C=C12)NC(=O)NS(=O)(=O)C1CN(CCC1)C